Isopropyl-(5-methoxy-2-pyridin-2-yl-pyrimidin-4-yl)ammonium succinate C(CCC(=O)[O-])(=O)[O-].C(C)(C)[NH2+]C1=NC(=NC=C1OC)C1=NC=CC=C1.C(C)(C)[NH2+]C1=NC(=NC=C1OC)C1=NC=CC=C1